C(C)(C)(C)OC(=O)N1CC(N(C2=C1C=NC=1C=C(C=CC21)OC)CC2=C(C=C(C=C2F)S(N)(=O)=O)F)=O 1-(2,6-difluoro-4-sulfamoyl-benzyl)-8-methoxy-2-oxo-2,3-dihydropyrazino[2,3-c]quinoline-4(1H)-carboxylic acid tert-butyl ester